C(CC(CCC=CCCCCCC)O)O tridec-6-ene-1,3-diol